OC1=C(C#N)C=C(C=C1)CN1CC2=CC=CC=C2C1 2-hydroxy-5-(isoindolin-2-ylmethyl)benzonitrile